[2-[[(1S,3R)-3-acetamidocyclohexanecarbonyl]amino]-5-chloro-4-pyridyl]boronic acid C(C)(=O)N[C@H]1C[C@H](CCC1)C(=O)NC1=NC=C(C(=C1)B(O)O)Cl